FC=1C=C(C=CC1OC1=CC(=C(C=C1)O)C1=NNC=C1)NC(=O)C=1C(N(C(=CC1)C)C1=CC=C(C=C1)F)=O N-(3-fluoro-4-(4-hydroxy-3-(1H-pyrazol-3-yl)phenoxy)phenyl)-1-(4-fluorophenyl)-6-methyl-2-oxo-1,2-dihydropyridine-3-carboxamide